ClC=1C(=NC(=NC1)S(=O)(=O)C)C=1C=NN2C1CN(CC2)C(=O)OC(C)(C)C tert-butyl 3-(5-chloro-2-(methylsulfonyl)pyrimidin-4-yl)-6,7-dihydropyrazolo[1,5-a]pyrazine-5(4H)-carboxylate